N1=CN=C(C=C1)C1=CC=C(N=N1)NC1=CC(=CC=C1)C1=NC2=C(N1)C=C(C=C2)C(F)(F)F 6-(pyrimidin-4-yl)-N-(3-(6-(trifluoromethyl)-1H-benzo[d]imidazol-2-yl)phenyl)pyridazin-3-amine